ClC1=CC=C(C=C1)C1COC2=C(O1)C=CC=C2C2CCN(CC2)CC=2N(C(=CN2)C=CC(=O)O)CC2=C(N=CO2)C 3-(2-((4-(2-(4-chlorophenyl)-2,3-dihydrobenzo[b][1,4]dioxin-5-yl)piperidin-1-yl)methyl)-1-((4-methyloxazol-5-yl)methyl)-1H-imidazol-5-yl)acrylic acid